CC1=C(C=CC(=C1)C)N1C(=NC2=CC(=C(C=C2C1=O)I)F)CC 3-(2,4-dimethylphenyl)-2-ethyl-7-fluoro-6-iodoquinazolin-4(3H)-one